(S)-(6,7-dichloro-1-methyl-1,3,4,5-tetrahydro-2H-pyrido[4,3-b]indol-2-yl)(4-(2-(dimethylamino)ethoxy)pyrimidin-2-yl)methanone ClC1=C(C=CC=2C3=C(NC12)CCN([C@H]3C)C(=O)C3=NC=CC(=N3)OCCN(C)C)Cl